2-(rac-(3R,5R)-1,5-dimethylpiperidin-3-yl)-6-((S)-5-methyl-3,4,5,6-tetrahydropyridin-2-yl)-2H-indazole CN1C[C@@H](C[C@H](C1)C)N1N=C2C=C(C=CC2=C1)C1=NC[C@H](CC1)C |&1:3,5|